CCCCCCCC/C=C\\CCCCCCCC(=O)O[C@@H](COP(=O)(OC[C@H](OC(=O)CCCCCCC/C=C\\CCCCCCCC)CO)[O-])CO The molecule is a 2-acylglycerophospho-(2'-acylglycerol)(1-) obtained by deprotonation of the phosphate OH group of (R,R)-bis-(2-oleoylglycero)-1-phosphate; major species at pH 7.3. It is a conjugate base of a (R,R)-bis(2-oleoylglycero)-3-phosphate. It is an enantiomer of a (S,S)-bis-(2-oleoylglycero)-1-phosphate(1-).